5-(6-chloro-5-((1S,2S)-2-(trifluoromethyl)cyclopropyl)pyridazin-3-yl)-1H-pyrimidine-2,4-dione ClC1=C(C=C(N=N1)C=1C(NC(NC1)=O)=O)[C@@H]1[C@H](C1)C(F)(F)F